6-(cyclopropanecarboxamido)-N-(methyl-d3)-4-((5-methyl-2-(methyl-d3)-4,5-dihydro-2H-pyrazolo[4,3-c][1,6]naphthyridin-6-yl)amino)pyridazine-3-carboxamide C1(CC1)C(=O)NC1=CC(=C(N=N1)C(=O)NC([2H])([2H])[2H])NC1=CN=CC=2C=3C(CN(C12)C)=CN(N3)C([2H])([2H])[2H]